6-Chloro-4-(chloromethyl)-8-oxa-3,5-diazatricyclo[7.4.0.02,7]tridec-1(9),2(7),3,5,10,12-hexa-ene ClC1=NC(=NC=2C=3C=CC=CC3OC12)CCl